(2,3-diphenylbenzofuran-7-yl)boronic acid C1(=CC=CC=C1)C=1OC2=C(C1C1=CC=CC=C1)C=CC=C2B(O)O